4-(3-(4-Methoxyphenyl)-1,2,4-oxadiazol-5-yl)cyclohexane-1-carboxylic acid COC1=CC=C(C=C1)C1=NOC(=N1)C1CCC(CC1)C(=O)O